O=C([C@H](O)[C@H](O)[C@H](O)[C@@H](O)C(=O)O)O.N1C=NC(=C1)/C=C/C(=O)NC1CCC(CC1)NC1=CC(=NC2=CC=C(C=C12)Cl)C(F)(F)F (2E)-3-(1H-imidazol-4-yl)-N-[(1s,4s)-4-{[6-chloro-2-(trifluoromethyl)quinolin-4-yl]amino}cyclohexyl]prop-2-enamide L-Talarate